[Br-].BrCCC[Zn+] (3-bromopropyl)zinc (II) bromide